(1R,4R)-2-((R)-2-((2,5-bis(trifluoromethyl)pyrazolo[1,5-a]pyrimidin-7-yl)amino)-1-(4-fluorophenyl)ethyl)-2-azabicyclo[2.2.1]heptan-5-ol FC(C1=NN2C(N=C(C=C2NC[C@@H](C2=CC=C(C=C2)F)N2[C@H]3CC([C@@H](C2)C3)O)C(F)(F)F)=C1)(F)F